ethyl-(sodium) C(C)[Na]